N-(5-((6-((S)-3-(2,6-difluorophenyl)isoxazolidine-2-yl)pyrimidine-4-yl)amino)-4-methoxy-2-((3aR,6aR)-1-methylhexahydropyrrolo[3,4-b]pyrrole-5(1H)-yl)phenyl)acrylamide FC1=C(C(=CC=C1)F)[C@H]1N(OCC1)C1=CC(=NC=N1)NC=1C(=CC(=C(C1)NC(C=C)=O)N1C[C@@H]2N(CC[C@@H]2C1)C)OC